N1=C(C=CC=C1)C1(CC1)NC(=O)C=1C=2C[C@H]3[C@@H](C2N(N1)C1=C(C=C(C=C1)F)F)C3 (1aS,5aS)-2-(2,4-Difluoro-phenyl)-1a,2,5,5a-tetrahydro-1H-2,3-diaza-cyclopropa[a]pentalene-4-carboxylic acid (1-pyridin-2-yl-cyclopropyl)-amide